O=C1N(C2=C(OC1)C=CC(=N2)NC(OC(C)(C)C)=O)COCC[Si](C)(C)C tert-butyl N-[3-oxo-4-(2-trimethylsilylethoxymethyl)pyrido[3,2-b][1,4]oxazin-6-yl]carbamate